ClC1=NC(=NC2=CC(=C(C=C12)C1(CCC1)OC)OC)C 4-Chloro-7-methoxy-6-(1-methoxycyclobutyl)-2-methylquinazoline